ClC1=C(C(=O)[O-])C=CC=C1N1C[C@@H](CCC1)O 2-chloro-3-[(3R)-3-hydroxypiperidin-1-yl]benzoate